1-(3-Methyl-1-((2S,4s,6S)-6-(piperazin-1-ylmethyl)spiro[3.3]heptan-2-yl)-1H-pyrrolo[2,3-b]pyridin-5-yl)dihydropyrimidine-2,4(1H,3H)-dione CC1=CN(C2=NC=C(C=C21)N2C(NC(CC2)=O)=O)C2CC1(C2)CC(C1)CN1CCNCC1